CC1=C2C(=NC(=C1)CC=O)C(=CN2)NC(C)=O N-[7-methyl-5-(2-oxoethyl)-1H-pyrrolo[3,2-b]pyridin-3-yl]acetamide